1,1'-(((propane-2,2-diylbis(4,1-phenylene))bis(oxy))bis(ethane-2,1-diyl))dipyrrolidine CC(C)(C1=CC=C(C=C1)OCCN1CCCC1)C1=CC=C(C=C1)OCCN1CCCC1